ClC1=C(C#N)C=CC(=C1)N1CC2(CC1C)CCN(CC2)C2CCC(CC2)C(=O)N2CCN(CC2)C2CN(C2)C=2C=C1C(N(C(C1=CC2)=O)C2C(NC(CC2)=O)=O)=O 2-chloro-4-(8-((1r,4r)-4-(4-(1-(2-(2,6-dioxopiperidin-3-yl)-1,3-dioxoisoindolin-5-yl)azetidin-3-yl)piperazine-1-carbonyl)cyclohexyl)-3-methyl-2,8-diazaspiro[4.5]decan-2-yl)benzonitrile